CN1C(CCC2=CC(=CC=C12)C=1C=C(C=NC1)CNC(=O)C=1N=COC1C1CC1)=O 5-Cyclopropyl-oxazole-4-carboxylic acid [5-(1-methyl-2-oxo-1,2,3,4-tetrahydro-quinolin-6-yl)-pyridin-3-ylmethyl]-amide